ClC=1C=CC(=C(C1)NC(CN([C@@H](CC1=CC=CC=C1)C(=O)OC(C)(C)C)C(CCl)=O)=O)N1N=NC(=C1)C(F)(F)F tert-butyl N-(2-((5-chloro-2-(4-(trifluoromethyl)-1H-1,2,3-triazol-1-yl)phenyl)amino)-2-oxoethyl)-N-(2-chloroacetyl)phenylalaninate